N-[2-bromo-4-chloro-6-(cyclopropylcarbamoyl)phenyl]-4-methyl-tetrahydropyran-4-carboxamide BrC1=C(C(=CC(=C1)Cl)C(NC1CC1)=O)NC(=O)C1(CCOCC1)C